4-(4-methylthiazol-5-yl)benzene CC=1N=CSC1C1=CC=CC=C1